(1,1,1-trifluoropropan-2-yl)benzohydrazide FC(C(C)C1=C(C(=O)NN)C=CC=C1)(F)F